1,3,5-trimethyl-1H-pyrazole-4-formaldehyde CN1N=C(C(=C1C)C=O)C